[2H]C(C(=O)O)(CCC#N)NC(=O)OC(C)(C)C Alpha-deutero-2-((t-butoxycarbonyl)amino)-4-cyanobutyric acid